trimethylolpentanoic acid C(O)C(CCCC(=O)O)(CO)CO